CC1=C2C(=NNC2=CC=C1)C#N 4-methyl-1EZ-indazole-3-carbonitrile